N-(1'-(6-amino-2-(1,1-difluoroethyl)pyrimidin-4-yl)-1',2'-dihydrospiro[cyclopropane-1,3'-pyrrolo[3,2-c]pyridin]-6'-yl)acetamide NC1=CC(=NC(=N1)C(C)(F)F)N1CC2(C=3C=NC(=CC31)NC(C)=O)CC2